C(C)(C)(C)S(=O)\N=C\[C@H]1CN(CC1)C(=O)OCC1=CC=CC=C1 Benzyl (3R)-3-((E)-((tert-butylsulfinyl)imino)methyl)pyrrolidine-1-carboxylate